ClC=1C=C(NC2(CCC3([C@@H](CC4=CC=C(C=C34)F)C[C@H](CO)C)CC2)C(=O)OC)C=CC1 methyl (1r,2'R,4R)-4-(3-chloroanilino)-6'-fluoro-2'-[(2R)-3-hydroxy-2-methylpropyl]-2',3'-dihydrospiro[cyclohexane-1,1'-indene]-4-carboxylate